C(C)OC(CC1=C(C=CC(=C1)Br)F)=O (5-bromo-2-fluorophenyl)acetic acid ethyl ester